NC1=C2N=C(N(C2=NC(=N1)C=1OC=CC1)[C@@H]1OC[C@H]([C@H]1O)O)C#CC (2R,3R,4R)-2-(6-Amino-2-(furan-2-yl)-8-(prop-1-yn-1-yl)-9H-purin-9-yl)tetrahydrofuran-3,4-diol